BrC=1C=C2C(CCNC2=C(C1)Br)NCCCNC1=CC(C2=C(N1)C=CS2)=O 5-[3-(6,8-dibromo-1,2,3,4-tetrahydro-quinolin-4-ylamino)-propylamino]-4H-thieno[3,2-b]pyridin-7-one